O1CSC2=C1C=CC=C2 2H-benzo[d][1,3]oxathiole